(+)-2-[(2-(4-fluorobenzoyl)phenyl)amino]-3-[(4-(2-carbazolylethoxy)phenyl)]Propionic acid FC1=CC=C(C(=O)C2=C(C=CC=C2)NC(C(=O)O)CC2=CC=C(C=C2)OCCC2=CC=CC=3C4=CC=CC=C4NC23)C=C1